butanedieneene C=C=C=C